3-(propan-2-yl)-4,5-dihydropyrazolo[1,5-a]pyrazine CC(C)C=1C=NN2C1CNC=C2